COC(=O)C=1C=C(C2=C(C=3N(CCO2)C=NC3)C1)C(F)(F)F.C1(=CC=CC=C1)CCCC1O[Te]CCC1 (3-phenylpropyl)telluroxane methyl-8-(trifluoromethyl)-5,6-dihydrobenzo[f]imidazo[1,5-d][1,4]oxazepine-10-carboxylate